5,7-dibromofuro[2,3-c]pyridine BrC=1C=C2C(=C(N1)Br)OC=C2